F[C@H]1C[C@H](N2N=C(N=C21)S(=O)(=O)[C@@H]2[C@H](C2)C)C2=CC=CC=C2 |&1:12,13| (5s,7s)-7-fluoro-5-phenyl-2-[rac-(1s,2s)-2-methylcyclopropyl]sulfonyl-6,7-dihydro-5H-pyrrolo[1,2-b][1,2,4]triazole